NC=1C=2N(C3=CC(=CC=C3N1)C(=O)N(C)C)C=NC2 4-amino-N,N-dimethylimidazo[1,5-a]quinoxaline-8-formamide